Tert-butyl [2-({(5R)-8-chloro-1-[trans-4-(pyridin-2-yloxy)cyclohexyl]-5,6-dihydro-4H-[1,2,4]triazolo[4,3-a][1]benzazepin-5-yl}amino)ethyl]carbamate ClC=1C=CC2=C(C[C@H](CC=3N2C(=NN3)[C@@H]3CC[C@H](CC3)OC3=NC=CC=C3)NCCNC(OC(C)(C)C)=O)C1